N-(azetidin-3-yl)-4-morpholino-2-[(2E)-2-(m-tolylmethylene)hydrazino]furo[2,3-d]pyrimidine-6-carboxamide N1CC(C1)NC(=O)C1=CC2=C(N=C(N=C2N2CCOCC2)N/N=C/C=2C=C(C=CC2)C)O1